N-[[6-[2-(3-methyloxetan-3-yl)acetyl]-6-azaspiro[2.5]octan-2-yl]methyl]-1,3-dihydropyrrolo[3,4-c]pyridine CC1(COC1)CC(=O)N1CCC2(C(C2)CN2CC=3C=NC=CC3C2)CC1